ClC1=C(C=C(CNC(=O)C=2N=CN(C2)C2=NC(=NC=C2C)N[C@@H]2COCC2)C=C1)F (S)-N-(4-chloro-3-fluorobenzyl)-1-(5-methyl-2-((tetrahydrofuran-3-yl)amino)-pyrimidin-4-yl)-1H-imidazole-4-carboxamide